CS(=O)(=O)OCC#CC1=NC=CC(=C1)N1CC2(CN(C2)C2=C(N=NC(=C2)C2=C(C=CC=C2)OCOC)N)C1 3-[4-[2-[3-amino-6-[2-(methoxymethoxy)phenyl]pyridazin-4-yl]-2,6-diazaspiro[3.3]heptan-6-yl]-2-pyridyl]prop-2-ynyl methanesulfonate